5-ethyl-2-methoxy-N-(4-(1-methyl-1H-pyrazol-4-yl)benzo[d]isoxazol-3-yl)benzenesulfonamide C(C)C=1C=CC(=C(C1)S(=O)(=O)NC1=NOC2=C1C(=CC=C2)C=2C=NN(C2)C)OC